4-(3,4-dihydroisoquinolin-2(1H)-yl)-3-hydroxypiperidin-3-ol C1N(CCC2=CC=CC=C12)C1C(CNCC1)(O)O